ClC1=C(C=CC=C1)N1C(N=C(C2=C(C=C(C=C12)C1CC1)OC)NCC1CC1)=O 1-(2-chlorophenyl)-7-cyclopropyl-4-((cyclopropylmethyl)amino)-5-methoxy-quinazolin-2(1H)-one